(E)-3-[4-[(2R,3S,4R,5R,6S)-3-[(2R,3S,4S)-3,4-Dihydroxy-4-(hydroxymethyl)oxolan-2-yl]oxy-4,5-dihydroxy-6-(hydroxymethyl)oxan-2-yl]oxyphenyl]-1-(2,4-dihydroxyphenyl)prop-2-en-1-one O[C@@H]1[C@H](OC[C@]1(CO)O)O[C@@H]1[C@H](O[C@H]([C@@H]([C@H]1O)O)CO)OC1=CC=C(C=C1)/C=C/C(=O)C1=C(C=C(C=C1)O)O